CN(CCCC(=O)NC(CC(=O)NCCCCCNC(C(CCCCCCCC)CCCCCC)=O)CC(=O)NCCCCCNC(C(CCCCCCCC)CCCCCC)=O)C 3-(4-(dimethylamino)butyrylamino)-N1,N5-bis(5-(2-hexyldecanoylamino)pentyl)glutaramide